C(CC(O)(C(=O)[O-])CC(=O)[O-])(=O)[O-].[Mg+2].C(CC(O)(C(=O)[O-])CC(=O)[O-])(=O)[O-].[Mg+2].[Mg+2] magnesium citrate salt